4-(4-Cyanophenyl)-5-(p-tolyl)-1H-pyrrole-2-carboxamide C(#N)C1=CC=C(C=C1)C=1C=C(NC1C1=CC=C(C=C1)C)C(=O)N